NC1=C(C2=C(N(C([C@H](O2)C)=O)CC2=CC(=CC=C2)C(F)F)C=C1Br)F (2R)-7-amino-6-bromo-4-{[3-(difluoromethyl)phenyl]methyl}-8-fluoro-2-methyl-2H-1,4-benzoxazin-3-one